[N+](=O)([O-])C1=CC=C(C=C1)OC([C@@H](NC(=O)OC(C)(C)C)CC(C)C)=O (tert-butoxycarbonyl)-L-leucine 4-nitrophenyl ester